9-fluoro-8-methoxy-5H-pyrido[3,2-b]indole FC=1C=2C3=C(NC2C=CC1OC)C=CC=N3